((2S,5S)-5-methylpiperazin-2-yl)methanol C[C@@H]1NC[C@H](NC1)CO